C(C)=O.[K] potassium ethanone